ClC1=CC=2C=NC=CC2S1(=O)=O chloro-1λ6-thieno[3,2-C]pyridine-1,1-dione